1-((2R,5S)-4-(7-(3-amino-5-methyl-1H-indazol-4-yl)-6-chloro-2-(2-(3,3-difluoroazetidin-1-yl)ethoxy)-8-fluoroquinazolin-4-yl)-2,5-dimethylpiperazin-1-yl)prop-2-en-1-one NC1=NNC2=CC=C(C(=C12)C1=C(C=C2C(=NC(=NC2=C1F)OCCN1CC(C1)(F)F)N1C[C@H](N(C[C@@H]1C)C(C=C)=O)C)Cl)C